FC=1C=C(C=C(C1)[C@H](CN[C@@H]([C@H]1CNC2=C(N1)N=CC=C2)C2=CC=CC=C2)C)CC(=O)O |o1:7| 2-(3-fluoro-5-((R or S)-1-(((R)-phenyl((R)-1,2,3,4-tetrahydropyrido[2,3-b]pyrazin-3-yl)methyl)amino)propan-2-yl)phenyl)acetic acid